(3-amino-6-(methylsulfonyl)-4,5,6,7-tetrahydro-pyrazolo[3,4-c]pyridin-1-yl)(1,2,3,4-tetrahydro-quinolin-4-yl)methanone NC1=NN(C=2CN(CCC21)S(=O)(=O)C)C(=O)C2CCNC1=CC=CC=C21